C(C)(C)(C)OC(=O)NCC1(CCN(CC1)C1=CN=C2C(=N1)N(N=C2N2CCC=1C(=CC=CC21)C(=O)O)C2OCCCC2)C 1-(6-(4-(((tertbutoxycarbonyl)amino)methyl)-4-methylpiperidin-1-yl)-1-(tetrahydro-2H-pyran-2-yl)-1H-pyrazolo[3,4-b]pyrazin-3-yl)indoline-4-carboxylic acid